1-Butyl-3-((1s,4s)-4-((5,5-dimethyl-2,4-dioxoimidazolidin-1-yl)methyl)cyclohexyl)imidazo[1,2-a][1,3,5]triazine-2,4(1H,3H)-dione C(CCC)N1C=2N(C(N(C1=O)C1CCC(CC1)CN1C(NC(C1(C)C)=O)=O)=O)C=CN2